ClC1=CC=C(C=N1)CN1C=CC=C2C1=NC(N(C2=O)C2=CC=C(C=C2)N(C)C)=O 8-((6-chloropyridin-3-yl)methyl)-3-(4-(dimethylamino)phenyl)pyrido[2,3-d]pyrimidine-2,4(3H,8H)-dione